2,5-Dioxopyrrolidin-1-yl 3',6'-bis(acetyloxy)-3-oxo-3H-spiro[[2]benzofuran-1,9'-xanthene]-6-carboxylate C(C)(=O)OC=1C=CC=2C3(C4=CC=C(C=C4OC2C1)OC(C)=O)OC(C1=C3C=C(C=C1)C(=O)ON1C(CCC1=O)=O)=O